CC1(CCN(CC1)CC=1C=CC=2N(C1)C=CN2)C 6-((4,4-dimethylpiperidin-1-yl)methyl)imidazo[1,2-a]pyridine